6-(3,7-dimethyloct-6-en-1-yl)phenanthridine CC(CCC=1N=C2C=CC=CC2=C2C=CC=CC12)CCC=C(C)C